CS(=O)(=O)NC=1C=C2C3(CN(C2=CC1)C(=O)C=1C=C(C=CC1)S(=O)(=O)NC1CC12CC2)CCCCC3 3-(5'-(methylsulfonamido)spiro[cyclohexane-1,3'-indoline]-1'-carbonyl)-N-(spiro[2.2]pentan-1-yl)benzensulfonamide